4-methyl-N-[3-[(4-pyrrolidin-3-yloxyphenoxy)methyl]phenyl]thieno[3,2-b]pyrrole-5-carboxamide hydrochloride Cl.CN1C2=C(C=C1C(=O)NC1=CC(=CC=C1)COC1=CC=C(C=C1)OC1CNCC1)SC=C2